S-(4-Carboxybutyl)-D,L-homocysteine C(=O)(O)CCCCSCC[C@H](N)C(=O)O |r|